3-methyl-5-tertiary butyl-1,2-benzenediol dibenzoate C(C1=CC=CC=C1)(=O)OC=1C(=C(C=C(C1)C(C)(C)C)C)OC(C1=CC=CC=C1)=O